COC(CNC1=NC=C(C=N1)O[C@@H]1C[C@@H](N(C1)C(=O)OC(C)(C)C)C)OC tert-butyl (2S,4R)-4-((2-((2,2-dimethoxyethyl)amino)pyrimidin-5-yl)oxy)-2-methylpyrrolidine-1-carboxylate